S(C)(=O)(=O)OS(=O)(=O)C methylsulfonyl mesylate